2-(2,6-dioxo-3-piperidyl)-5-[4-[[6-(piperazin-1-ylmethyl)pyridazin-3-yl]methyl]piperazin-1-yl]isoindoline-1,3-dione O=C1NC(CCC1N1C(C2=CC=C(C=C2C1=O)N1CCN(CC1)CC=1N=NC(=CC1)CN1CCNCC1)=O)=O